C12CN(CC2C1)C1=CC=C(C(=N1)C)CN1N=C(N=N1)C(=O)OCC ethyl 2-[(6-{3-azabicyclo[3.1.0]hex-3-yl}-2-methylpyridin-3-yl) methyl]-2H-1,2,3,4-tetrazole-5-carboxylate